CN1C=C(C=2C(N(C=C(C21)C)C)=O)C(=O)NCC2=NN(N=C2C)C2=CC=CC=C2 1,5,7-trimethyl-N-((5-methyl-2-phenyl-2H-1,2,3-triazol-4-yl)methyl)-4-oxo-4,5-dihydro-1H-pyrrolo[3,2-c]pyridine-3-carboxamide